N-acetyl-D-galactosylamine C(C)(=O)NC1[C@H](O)[C@@H](O)[C@@H](O)[C@H](O1)CO